FC1=C(C=CC(=C1)C1=CC=C(C=C1)CCC)C1=CC(=C(C(=C1)F)C(OC1=CC(=C(C(=C1)F)F)F)=S)F O-(3,4,5-trifluorophenyl) 2',3,5-trifluoro-4''-propyl-[1,1':4',1''-terphenyl]-4-carbothioate